2-methyl-9-oxo-11-{4-[(1-oxoicosyl) oxy] butyl}-2,8-diaza-5,10-dioxapentadecan-15-yl icosanoate C(CCCCCCCCCCCCCCCCCCC)(=O)OCCCCC(OC(NCCOCCN(C)C)=O)CCCCOC(CCCCCCCCCCCCCCCCCCC)=O